C(C)C=1NC(=NN1)C=1C(=CC(=C(C(=O)N2CCC(CC2)C2=CC=C(C#N)C=C2)C1)C)F 4-(1-(5-(5-ethyl-4H-1,2,4-triazol-3-yl)-4-fluoro-2-methylbenzoyl)piperidin-4-yl)benzonitrile